ClC1=C(C=CC=C1)C1C(NC2=CC(=CC=3C(NN=C1C32)=O)F)C3CCOCC3 12-(2-chlorophenyl)-7-fluoro-11-(Oxan-4-yl)-2,3,10-triazatricyclo[7.3.1.0{5,13}]tridec-1,5(13),6,8-tetraen-4-one